ClC1=CC=C(C=N1)C=1CC[C@H](N1)C(=O)OCC ethyl (2s)-5-(6-chloropyridin-3-yl)-3,4-dihydro-2H-pyrrole-2-carboxylate